C(C)N1N(C(C2=CC=CC=C12)=O)CC1=CC=C(C=C1)O 1-ethyl-2-(4-hydroxybenzyl)-1,2-dihydro-3H-indazol-3-one